The molecule is a monocarboxylic acid anion that is obtained by removal of a proton from the carboxylic acid group of difluoroacetic acid. It is a monocarboxylic acid anion and an organofluorine compound. It derives from an acetate. It is a conjugate base of a difluoroacetic acid. C(C(=O)[O-])(F)F